FC1=CC=C(C=C1)C1=CC(=CC=C1)N1CCC(CC1)C(=O)NC1(CN2CCC1CC2)C 1-(4'-fluoro-[1,1'-biphenyl]-3-yl)-N-(3-methylquinuclidin-3-yl)piperidine-4-carboxamide